BrC1=CC(=C(C=C1)C(CC)=O)NC(C)C 1-(4-bromo-2-(isopropylamino)phenyl)propan-1-one